N-(3,5-difluoro-4-{[3-(trifluoromethyl)-1-{[2-(trimethylsilyl)ethoxy]methyl}-1H-pyrrolo[2,3-b]pyridin-4-yl]oxy}phenyl)-6-oxa-8-azaspiro[3.5]non-7-en-7-amine FC=1C=C(C=C(C1OC1=C2C(=NC=C1)N(C=C2C(F)(F)F)COCC[Si](C)(C)C)F)NC=2OCC1(CCC1)CN2